CC1=C(C(=C(C=C1C)[N+](=O)[O-])[N+](=O)[O-])N1CC=2N=C(N=C(C2CC1)N1CCN(CC1)C(=O)OC(C)(C)C)OC[C@H]1N(CCC1)C tert-butyl 4-[7-(2,3-dimethyl-5,6-dinitro-phenyl)-2-[[(2S)-1-methylpyrrolidin-2-yl]methoxy]-6,8-dihydro-5H-pyrido[3,4-d]pyrimidin-4-yl]piperazine-1-carboxylate